N-(5-(2-((4-(trifluoromethyl)phenyl)amino)phenyl)-1,3,4-oxadiazol-2-yl)methanesulfonamide FC(C1=CC=C(C=C1)NC1=C(C=CC=C1)C1=NN=C(O1)NS(=O)(=O)C)(F)F